(1H-benzo[d]imidazole-2-yl)acetamide N1C(=NC2=C1C=CC=C2)CC(=O)N